C1=CC=C(C=C1)NC2=CC=CC=C2C(=O)O The molecule is an aminobenzoic acid that is the N-phenyl derivative of anthranilic acid. It acts as a parent skeleton for the synthesis of several non-steroidal anti-inflammatory drugs. It has a role as a membrane transport modulator. It is a secondary amino compound and an aminobenzoic acid. It derives from an anthranilic acid.